ClC=1C(=C(C2=C(CN3[C@@H](CO2)CN(CC3)C(C=C)=O)C1)C#C)C1=C(C=CC=C1C)O 1-[(12aR)-8-chloro-10-ethynyl-9-(2-hydroxy-6-methylphenyl)-3,4,12,12a-tetrahydro-6H-pyrazino[2,1-c][1,4]benzooxazepin-2(1H)-yl]prop-2-en-1-one